tert-butyl 2-chloro-4-phenyl-5,7-dihydropyrrolo[3,4-d]pyrimidine-6-carboxylate ClC=1N=C(C2=C(N1)CN(C2)C(=O)OC(C)(C)C)C2=CC=CC=C2